C(C)(C)(C)OC(=O)N1[C@H](CN(CC1)C=1N=NC(=CC1)NC(=O)C1=CC2=CN(N=C2C=C1OC)C)C (S)-4-(6-(6-methoxy-2-methyl-2H-indazole-5-carboxamido)pyridazin-3-yl)-2-methylpiperazine-1-carboxylic acid tert-butyl ester